diphenylethylmethacrylat C1(=CC=CC=C1)C(COC(C(=C)C)=O)C1=CC=CC=C1